C(C)(C)C1=NC(=NC(=C1N)C(=C)C)C(F)(F)F 4-isopropyl-6-(prop-1-en-2-yl)-2-(trifluoromethyl)pyrimidin-5-amine